N-(2-nitrophenyl)quinoxalin-6-amine [N+](=O)([O-])C1=C(C=CC=C1)NC=1C=C2N=CC=NC2=CC1